C(C)(C)(C)OC(=O)NCC(=O)OCC1=CC=CC=C1 Benzyl 2-{[(tert-butoxy)carbonyl]amino}acetate